C(CC)(=O)OC1=C2C(=C(NC2=CC=C1)Br)CCN(C)C 2-bromo-3-[2-(dimethylamino)ethyl]-1H-indol-4-yl propionate